CCCCCCCCCCCCC(C(CCCCCCCCCCCCCCCCC1=CC(OC1=O)C)O)O The molecule is an artemoin in which the two hydroxy groups on the C-30 side-chain are located at positions 17 and 18. It has a role as a mouse metabolite, a plant metabolite and a rat metabolite.